CC1(CC=2C(=C(C3=C(SC4=C3N=CNC4=O)N2)CN(C(C(F)(F)F)=O)CCOCCOCCOC)CO1)C N-((8,8-Dimethyl-4-oxo-3,4,7,10-tetrahydro-8H-pyrano[3'',4'':5',6']pyrido[3',2':4,5]thieno[3,2-d]pyrimidin-11-yl)methyl)-2,2,2-trifluoro-N-(2-(2-(2-methoxyethoxy)ethoxy)ethyl)acetamide